e-(γ-glutamyl)lysine N[C@@H](CCC(=O)N[C@@H](CCCCN)C(=O)O)C(=O)O